2,2'-azino-bis-(3-ethylbenzothiazoline-6-sulphonic acid) N(N=C1SC2=C(N1CC)C=CC(=C2)S(=O)(=O)O)=C2SC1=C(N2CC)C=CC(=C1)S(=O)(=O)O